[Cl-].[K+].Cl hydrochloric acid potassium chloride